O=C1NC(CCC1N1C(C2=CC=CC(=C2C1=O)N1CCNCC1)=O)=O 4-(2-(2,6-dioxopiperidin-3-yl)-1,3-dioxoisoindolin-4-yl)piperazin